(2R,3S)-2-(3-(6-fluoro-7-methyl-1H-benzo[d]imidazol-1-yl)propyl)piperidin-3-ol FC=1C=CC2=C(N(C=N2)CCC[C@H]2NCCC[C@@H]2O)C1C